2-(3,4-dimethoxyphenyl)-6-(1-(8-isopropyl-8-azabicyclo[3.2.1]oct-3-yl)piperidin-4-yl)-8-methylimidazo[1,2-a]pyridine COC=1C=C(C=CC1OC)C=1N=C2N(C=C(C=C2C)C2CCN(CC2)C2CC3CCC(C2)N3C(C)C)C1